5-(((3-Bromo-5-fluorophenyl)amino)methylene)-2,2-dimethyl-1,3-dioxane-4,6-dione BrC=1C=C(C=C(C1)F)NC=C1C(OC(OC1=O)(C)C)=O